FC(C=1C=C(COC2=CC=C3CCN=CC3=C2)C=CC1)(F)F 7-((3-(trifluoromethyl)benzyl)oxy)-3,4-dihydroisoquinolin